benzo[b]thiophene-3-ol S1C2=C(C(=C1)O)C=CC=C2